CN1C[C@H]([C@H](CC1)NC(=O)C1=CC(=CC=2N(C=NC21)CC(F)(F)F)C#CCNC=2C(OC)=CC=C(C2)S(=O)(=O)C)C(F)(F)F N-[(3R,4S)-1-methyl-3-(trifluoromethyl)-4-piperidyl]-6-[3-(4-mesyl-2-anisidino)-1-propynyl]-1-(2,2,2-trifluoroethyl)-1H-1,3-benzimidazole-4-carboxamide